5-(5-methoxypyridin-2-yl)-2-(pyridin-3-yl)-1,3-benzoxazole COC=1C=CC(=NC1)C=1C=CC2=C(N=C(O2)C=2C=NC=CC2)C1